OC12CC3(C[C@H](C[C@@H](C1)C3)C2)NC(=O)NS(=O)(=O)C2=CC=C(C=C2)C(F)(F)F N-(((1r,3s,5R,7S)-3-hydroxyadamantan-1-yl)carbamoyl)-4-(trifluoromethyl)benzenesulfonamide